tert-butyl (3S)-3-(3-(5-(trifluoromethyl)pyrimidin-2-yl)-3,8-diazabicyclo[3.2.1]octane-8-carbonyl)pyrrolidine-1-carboxylate FC(C=1C=NC(=NC1)N1CC2CCC(C1)N2C(=O)[C@@H]2CN(CC2)C(=O)OC(C)(C)C)(F)F